N,N-bis(3-methoxybenzyl)-1H-imidazole-1-carboxamide COC=1C=C(CN(C(=O)N2C=NC=C2)CC2=CC(=CC=C2)OC)C=CC1